N'-[2-[2-(2-aminoethylamino)ethylamino]ethyl]ethane-1,2-diamine NCCNCCNCCNCCN